Cis-2-[4-(1-methyl-1H-pyrazol-5-yl)piperidin-1-yl]-6-azaspiro[3.4]octane-6-carboxylic acid ethyl ester fumarate C(\C=C\C(=O)O)(=O)O.C(C)OC(=O)N1CC2(CC(C2)N2CCC(CC2)C2=CC=NN2C)CC1